F[C@@H]1C(NC(C[C@@H]1NC1=CC=C(N=N1)C1=NC=C(C=C1O)C=1C=NN(C1)C([2H])([2H])[2H])(C)C)(C)C 2-(6-{[(3S,4S)-3-fluoro-2,2,6,6-tetramethylpiperidin-4-yl]amino}pyridazin-3-yl)-5-[1-(2H3)methyl-1H-pyrazol-4-yl]pyridin-3-ol